FC1=CC=C(C(=O)Cl)C=C1 4-fluorobenzoylchloride